8-(2,5-difluoro-4-methylbenzyl)-3-fluoroimidazo[1,2-a]pyrazine-6-carboxamidine FC1=C(CC=2C=3N(C=C(N2)C(=N)N)C(=CN3)F)C=C(C(=C1)C)F